8-(1-bromoethyl)-2-isopropyl-3,6-dimethyl-4H-chromen-4-one BrC(C)C=1C=C(C=C2C(C(=C(OC12)C(C)C)C)=O)C